butyl N-[2-[3,5-dichloro-4-([5-[(5-methoxypyridin-2-yl)methyl]-6-oxo-1H-pyridazin-3-yl]oxy)phenyl]-3,5-dioxo-4H-1,2,4-triazin-6-yl]carbamate ClC=1C=C(C=C(C1OC1=NNC(C(=C1)CC1=NC=C(C=C1)OC)=O)Cl)N1N=C(C(NC1=O)=O)NC(OCCCC)=O